tert-butyl ((1-(methylsulfonyl)-1H-pyrazol-4-yl)methyl)-carbamate CS(=O)(=O)N1N=CC(=C1)CNC(OC(C)(C)C)=O